7-bromo-2,3-dimethyl-9-[3-(trifluoromethyl)-1-bicyclo[1.1.1]pentanyl]-pyrazino[1,2-a]pyrimidin-4-one BrC=1N=C(C=2N(C(C(=C(N2)C)C)=O)C1)C12CC(C1)(C2)C(F)(F)F